ClC1=CC=C(C=C1)C1=NOC(=N1)N1CCC(CC1)C(=O)NCC1CN(CC1)C[C@@H]1CNCCC1 1-(3-(4-chlorophenyl)-1,2,4-oxadiazol-5-yl)-N-((1-(((S)-piperidin-3-yl)methyl)pyrrolidin-3-yl)methyl)piperidine-4-carboxamide